C(CC)(=O)O.C(CC)(=O)O.NC(=N)N guanidine dipropionate